[W+2].C=1([O-])C([O-])=CC=CC1 monocatecholate tungsten